5-chloro-4-(5-(2,6-difluorophenyl)-4-methyl-4H-1,2,4-triazol-3-yl)pyridin-2-ol ClC=1C(=CC(=NC1)O)C1=NN=C(N1C)C1=C(C=CC=C1F)F